C(C)(C)(C)OC(CCS(=O)C1=CC=CC=C1)=O 3-(phenylsulfinyl)propionic acid tert-butyl ester